ClC=1C=CC(=C(C1)C1=CC(=C(N=N1)SCCO)NC1=CC(=NC=C1)NC(=O)C1CC(C1)N1CCC(CC1)(CO)F)F N-(4-{[6-(5-chloro-2-fluorophenyl)-3-[(2-hydroxyethyl)sulfanyl]pyridazin-4-yl]amino}pyridin-2-yl)-3-[4-fluoro-4-(hydroxymethyl)piperidin-1-yl]cyclobutane-1-carboxamide